1-(2-methoxypropyl)-1H-benzo[d]imidazole-6-carboxylate COC(CN1C=NC2=C1C=C(C=C2)C(=O)[O-])C